BrC=1N=C2[C@H](CCN(C2=CC1)C(=O)OC(C)(C)C)C tert-butyl (4S)-6-bromo-4-methyl-1,2,3,4-tetrahydro-1,5-naphthyridine-1-carboxylate